11-methyldodecyl 6-((6-((1-fluoroheptadecan-9-yl)oxy)-6-oxohexyl)(2-hydroxyethyl)amino)-2-methylhexanoate FCCCCCCCCC(CCCCCCCC)OC(CCCCCN(CCCCC(C(=O)OCCCCCCCCCCC(C)C)C)CCO)=O